COC1=NC=CC(=C1)C=1C(=C2C(=NC(=NN2C1)C=1N(C=CN1)C)NC1=NC=NC(=C1)OC)C 6-(2-Methoxypyridin-4-yl)-N-(6-methoxypyrimidin-4-yl)-5-methyl-2-(1-methyl-1H-imidazol-2-yl)pyrrolo[2,1-f][1,2,4]triazin-4-amine